N(=[N+]=[N-])CCOCCOCCOCCOCCOC1=CC=C(C=C1)C1=CC(=CC=C1)[C@@H](CN(CCCCC1=CC=C2CCCN(C2=N1)C(=O)OC(C)(C)C)C)CC(=O)OC tert-Butyl (S)-7-(4-((2-(4'-((14-azido-3,6,9,12-tetraoxatetradecyl)oxy)-[1,1'-biphenyl]-3-yl)-4-methoxy-4-oxobutyl)(methyl)amino)butyl)-3,4-dihydro-1,8-naphthyridine-1(2H)-carboxylate